C[C@@H]1O[C@H](C=CC1=O)OC (2s,6r)-2-methyl-6-methoxy-6H-pyran-3-one